N1CCC(CC1)CCB(O)O (2-(piperidin-4-yl)ethyl)boronic acid